CS(=O)(=O)C1=CC(=C(OCC#CC=2N(C3=CC=CC(=C3C2)NC2CCN(CC2)CC(COC)O)CC(F)(F)F)C=C1)NC 1-{4-[(2-{3-[4-methanesulfonyl-2-(methylamino)phenoxy]prop-1-yn-1-yl}-1-(2,2,2-trifluoroethyl)-1H-indol-4-yl)amino]piperidin-1-yl}-3-methoxypropan-2-ol